2-((6aR,8S)-8-((5-(piperidin-4-yl)pyrimidin-2-yl)oxy)-5,6,6a,7,8,9-hexahydropyrrolo[1',2':4,5]pyrazino[2,3-c]pyridazin-2-yl)phenol N1CCC(CC1)C=1C=NC(=NC1)O[C@H]1C[C@H]2N(C=3C(=NN=C(C3)C3=C(C=CC=C3)O)NC2)C1